6-chloro-3-(hydroxymethyl)-5-(trifluoromethyl)pyridin-2-ol ClC1=C(C=C(C(=N1)O)CO)C(F)(F)F